1,1-dimethoxy-7,9-decadiene COC(CCCCCC=CC=C)OC